2,5-dimethyl-2,5-di(tert-amylperoxy)hexane CC(C)(CCC(C)(OOC(C)(C)CC)C)OOC(C)(C)CC